CN(C[C@@H](C)OC1=C2C(=[N+](C=NC2=CC(=C1)C=1C=NN(C1)C)[O-])NC=1C(=C2C=CC=NC2=CC1)F)C (R)-5-((1-(dimethylamino)propan-2-yl)oxy)-4-((5-fluoroquinolin-6-yl)amino)-7-(1-methyl-1H-pyrazol-4-yl)quinazoline 3-oxide